[Sr].[Mg].[Mg] magnesium-magnesium-strontium